FC1=CC=C2CC(C2=C1)C(=O)N1CC2(C1)C=C(C(C(C2)(C)C)=O)C#N 2-(4-fluorobicyclo[4.2.0]octa-1,3,5-triene-7-carbonyl)-8,8-dimethyl-7-oxo-2-azaspiro[3.5]non-5-ene-6-carbonitrile